5-(8-methoxy-[1,2,4]triazolo[1,5-a]pyridin-6-yl)-6-methyl-1-((1s,4s)-4-(methyl-(tetrahydro-2H-pyran-4-yl)amino)cyclohexyl)-1,3-dihydro-2H-benzo[d]imidazol-2-one COC=1C=2N(C=C(C1)C1=CC3=C(N(C(N3)=O)C3CCC(CC3)N(C3CCOCC3)C)C=C1C)N=CN2